NCC1=CC(C(=C(N1CC)C1=CC(=C(C=C1)Cl)Cl)C(=O)[O-])=O 6-(aminomethyl)-2-(3,4-dichlorophenyl)-1-ethyl-4-oxo-pyridine-3-carboxylate